C(C1=CC=CC=C1)N1CC2(C1)CC(C2)NC(=O)N2[C@@H](CN(C[C@@H]2C)C2=NC=C(C(=N2)OC)C(F)(F)F)C (2R,6S)-N-{2-benzyl-2-azaspiro[3.3]heptan-6-yl}-4-[4-methoxy-5-(trifluoromethyl)pyrimidin-2-yl]-2,6-dimethylpiperazine-1-carboxamide